C1(=CC=CC=C1)N1C2=CC=CC=C2C=2C=C(C=CC12)C1=CC=C(C=C1)NC=1C(=CC=CC1)C1=CC=CC=C1 N-(4-(9-phenyl-9H-carbazol-3-yl)phenyl)-[1,1'-biphenyl]-2-amine